N-[4-(5-phenyl-1,3,4-oxadiazol-2-yl)phenyl]oxazole-2-carboxamide C1(=CC=CC=C1)C1=NN=C(O1)C1=CC=C(C=C1)NC(=O)C=1OC=CN1